FC(F)(F)OC trifluoromethyl-methylether